FC(S(=O)(=O)C1=NC=CC=C1)(S(=O)C)F 2-((difluoro(methylsulfinyl)methyl)sulfonyl)pyridine